1-hydroxyethyl-2,3-dimethylimidazole bisulfate S(O)(O)(=O)=O.OC(C)C=1N(C(=NC1)C)C